isobutyl 7-(2-aminobenzo[d]thiazol-6-yl)-2,3-dihydro-1H-pyrido[2,3-b][1,4]oxazine-1-carboxylate NC=1SC2=C(N1)C=CC(=C2)C2=CC1=C(OCCN1C(=O)OCC(C)C)N=C2